1-(6-isopropyl-5-(8-methyl-[1,2,4]triazolo[1,5-a]pyridin-6-yl)-4H-pyrrolo[3,2-d]thiazol-1-yl)ethan-1-one C(C)(C)C1=C(NC2=C1N(CS2)C(C)=O)C=2C=C(C=1N(C2)N=CN1)C